C(C1=CC=CC=C1)N1C(C1C(F)(F)F)C(=O)[O-] 1-benzyl-3-(trifluoromethyl)aziridine-2-carboxylate